COC1=C(C(=CC(=C1)C)C)C1=CC=C2C(=CC(=NC2=N1)C1CN(CCC1)C(=O)OC(C)(C)C)C1C(N(CC1)C)=O tert-butyl 3-[7-(2-methoxy-4,6-dimethyl-phenyl)-4-[1-methyl-2-oxo-pyrrolidin-3-yl]-1,8-naphthyridin-2-yl]piperidine-1-carboxylate